NC=1C(=C(C=C2C=C(N=CC12)NC(=O)NC1CC(CC1)OC)C1=C(C2=C(OCCN2)N=C1)C)F 1-(8-Amino-7-fluoro-6-(8-methyl-2,3-dihydro-1H-pyrido[2,3-b][1,4]oxazin-7-yl)isoquinolin-3-yl)-3-(3-methoxycyclopentyl)urea